OC1=C(C=C(C=C1)C1CCCCC1)N1N=C2C(=N1)C=CC=C2 2-(2'-hydroxy-5'-cyclohexylphenyl)-benzotriazole